(S)-2-(2,3-dihydrobenzo[b][1,4]dioxin-2-yl-7-d)-4,5-dihydro-1H-imidazole-4,4,5,5-d4 O1C2=C(OC[C@@H]1C=1NC(C(N1)([2H])[2H])([2H])[2H])C=CC(=C2)[2H]